The molecule is a beta-D-glucoside in which the anomeric substituent is specified as 2,2,2-trichloroethyl. It has a role as a metabolite. It is an organochlorine compound and a beta-D-glucoside. C([C@@H]1[C@H]([C@@H]([C@H]([C@@H](O1)OCC(Cl)(Cl)Cl)O)O)O)O